Cl.ClC1=C(C=CC(=C1)C(F)(F)F)NC(CN1C(=C(C(C=2C1=NC=C(N2)C(F)F)=O)N2CCNCC2)CC)=O N-(2-chloro-4-(trifluoromethyl)phenyl)-2-(2-(difluoromethyl)-6-ethyl-8-oxo-7-(piperazin-1-yl)pyrido[2,3-b]pyrazin-5(8H)-yl)acetamide hydrochloride